4-[[4-[[4-[2-(2,6-dioxo-3-piperidinyl)-1,3-dioxo-isoindolin-5-yl]piperazin-1-yl]methyl]-4-fluoro-1-piperidinyl]methyl]piperidine-1-carboxylic acid tert-butyl ester C(C)(C)(C)OC(=O)N1CCC(CC1)CN1CCC(CC1)(F)CN1CCN(CC1)C=1C=C2C(N(C(C2=CC1)=O)C1C(NC(CC1)=O)=O)=O